Cl.S1CCC2C1=CC(=CC2)N tetrahydrobenzothiophen-6-amine hydrochloride